methyl-1-penten CC=CCCC